N[C@](C(=O)O)(CCCCB(O)O)CCN1CCCCC1 (R)-2-amino-6-borono-2-(2-(piperidin-1-yl)ethyl)hexanoic acid